C(C)OC(=O)C1CCN(CC1)C1=CC=NC=C1 1-(pyridin-4-yl)piperidine-4-carboxylic acid ethyl ester